C1(=CC=C(C=C1)C(=O)Cl)C1=CC=C(C=C1)C(=O)Cl biphenyl-4,4'-dicarbonyldichloride